4-(4-(3-((2-(tert-butylamino)ethyl)amino)-6-(5-(trifluoromethyl)-1,3,4-oxadiazol-2-yl)pyridin-2-yl)piperidin-1-yl)-5,5-dimethyl-5H-pyrrolo[2,3-d]pyrimidin-6(7H)-one C(C)(C)(C)NCCNC=1C(=NC(=CC1)C=1OC(=NN1)C(F)(F)F)C1CCN(CC1)C=1C2=C(N=CN1)NC(C2(C)C)=O